C(CCCCCCCCCC=CCCCCCCCC)(=O)OCCCCCCCCCCCCCCCCCCCCCCCCCCCCCCCC(=O)O 32-(eicos-11-enoyloxy)-dotriacontanoic acid